ClCCCCCCCCCCCCO 12-chloro-1-dodecanol